O1C(OCC1)C1=C(C=CC=C1OCC1=CC=C(C=C1)OC)C#CC=1C=C(N(N1)C)C(=O)O 5-{2-[2-(1,3-dioxolan-2-yl)-3-[(4-methoxyphenyl)methoxy]phenyl]ethynyl}-2-methylpyrazole-3-carboxylic acid